tert-butyl N-[6-aminospiro[3.3]heptan-2-yl]carbamate NC1CC2(CC(C2)NC(OC(C)(C)C)=O)C1